C(CCCCCCCCCCCCCCC)C(O)[C@H](N)[C@H](O)[C@H](O)CCCCCCCCCCCCCC cetyl-phytosphingosine